FC(C1=C(CN2C(=NC3=C2C=CC=C3)CO)C=CC=C1)(F)F 1-(2-(trifluoromethyl)benzyl)-2-hydroxymethyl-1H-benzimidazole